4-(hydrazinecarbonyl)benzamide N(N)C(=O)C1=CC=C(C(=O)N)C=C1